2-[[(2S)-1-(benzylcarbamoyl)-1-hydroxy-3-[(3S)-2-oxopyrrolidin-3-yl]propan-2-yl]carbamoyl]pyrrolidine-1-carboxylate C(C1=CC=CC=C1)NC(=O)C([C@H](C[C@H]1C(NCC1)=O)NC(=O)C1N(CCC1)C(=O)[O-])O